9,9-dimethyl-N-phenyl-N-[4-(9-Phenyl-9H-carbazol-3-yl)phenyl]fluoren-2-amine CC1(C2=CC=CC=C2C=2C=CC(=CC12)N(C1=CC=C(C=C1)C=1C=CC=2N(C3=CC=CC=C3C2C1)C1=CC=CC=C1)C1=CC=CC=C1)C